C1(=CC=CC=C1)P(OCCCCCCCC)(OCCCCCCCC)=O Dioctyl Phenylphosphonate